(S)-5-methoxy-2,3-dihydro-1H-inden-1-amine HCl Cl.COC=1C=C2CC[C@@H](C2=CC1)N